NC=1C=CC(=C(C1)S(=O)(=O)N)F 5-amino-2-fluoro-benzenesulfonamide